C(C1=C(C(=CC2=CC=CC=C12)C(=O)O)O)C1=C(C(=CC2=CC=CC=C12)C(=O)O)O.CC(COCC=1C(N(C(C1C)=O)NC1=NC(=C(C=C1)C(F)(F)F)Cl)=O)(C)C 3-[(2,2-Dimethylpropoxy)methyl]-1-{[6-chloro-5-(trifluoromethyl)(2-pyridyl)]amino}-4-methylazoline-2,5-dione 1,1'-methylenebis-(2-hydroxy-3-naphthoate)